CS(=O)(=O)OC1C(CC2CCC1C2=O)C2=CC=CC=C2 (8-oxo-3-phenyl-4-bicyclo[3.2.1]octanyl) methanesulfonate